8-(1,1-dioxidotetrahydro-2H-thiopyran-4-yl)octanoic acid O=S1(CCC(CC1)CCCCCCCC(=O)O)=O